C(C)OC(=O)CC1=CC(=C(C(=O)NC2=C(C(=O)OC)C=CC=C2)C=C1O)O methyl 2-(4-(ethoxycarbonylmethyl)-2,5-dihydroxybenzamido)benzoate